ClC=1C(=C(NC2=C(NC3=C2C(NCC3)=O)C3=C(C=NC=C3)OC[C@H]3NCCC3)C=CC1)OC 3-(3-chloro-2-methoxyanilino)-2-(3-{[(2S)-pyrrolidin-2-yl]methoxy}pyridin-4-yl)-1,5,6,7-tetrahydro-4H-pyrrolo[3,2-c]pyridin-4-one